C#COCC oxapentyn